The molecule is a (1E)-1-(4-chlorophenyl)-4,4-dimethyl-2-(1H-1,2,4-triazol-1-yl)pent-1-en-3-ol that has R configuration at the chiral centre. It is the enantiomer of the fungicide and plant growth retardant uniconazole-P; the fungicide and plant growth retardant uniconazole is the racemic mixture comprising equimolar amounts of (R)-uniconazole and uniconazole-P. It is an enantiomer of a uniconazole P. CC(C)(C)[C@H](/C(=C\\C1=CC=C(C=C1)Cl)/N2C=NC=N2)O